C(=O)(O)C=1C=C(C=CC(=O)O)C=CC1 meta-carboxycinnamic acid